methyl 2-methyl-2-[[2-[[2-methyl-3-(4,4,5,5-tetramethyl-1,3,2-dioxaborolan-2-yl)phenyl]carbamoyl]-4,5,6,7-tetrahydropyrazolo[1,5-a]pyridin-4-yl]amino]propanoate CC(C(=O)OC)(C)NC1C=2N(CCC1)N=C(C2)C(NC2=C(C(=CC=C2)B2OC(C(O2)(C)C)(C)C)C)=O